2,2'-(Perfluoronaphthalen-2,6-diylidene)dimalononitril FC=1C(C(=C(C2=C(C(C(=C(C12)F)F)=C(C#N)C#N)F)F)F)=C(C#N)C#N